ClC=1C(=NC(=NC1)N[C@H]1[C@@H](COCC1)O)C1=CC=C2C(C=C(N(C2=C1)C(C)C)C(=O)N1CCOCC1)=O 7-(5-chloro-2-(((3S,4R)-3-hydroxytetrahydro-2H-pyran-4-yl)amino)pyrimidin-4-yl)-1-isopropyl-2-(morpholine-4-carbonyl)quinolin-4(1H)-one